N-(6-(piperidin-1-yl)pyridin-2-yl)-2-(6-azaspiro[2.5]octan-6-yl)benzamide N1(CCCCC1)C1=CC=CC(=N1)NC(C1=C(C=CC=C1)N1CCC2(CC2)CC1)=O